COC(C1=C(C=C(C(=C1)S(=O)(=O)CC)N)OC)=O 2-methoxy-4-amino-5-ethanesulfonyl-benzoic acid methyl ester